ClC=1C=C(C(=C(C1)C1=NC=NN2C1=CC(=C2)CN2C(C1C(C1C2=O)(C)C)=O)O[C@@H]2CNCCC2)C 3-((4-(5-chloro-3-methyl-2-(((S)-piperidin-3-yl)oxy)phenyl)pyrrolo[2,1-f][1,2,4]triazin-6-yl)methyl)-6,6-dimethyl-3-azabicyclo[3.1.0]hexane-2,4-dione